CC(C)[SiH2]S (propan-2-yl)silanethiol